OC1(C(OC2=CC(=CC(=C2C1=O)O)O)C1=CC=C(C=C1)O)O 3,5,7,4'-tetrahydroxyflavonol